COC1=C(C=O)C=CC(=C1)OC 2,4-Dimethoxybenzaldehyd